asparagine sodium salt [Na+].N[C@@H](CC(N)=O)C(=O)[O-]